methyl (2R,2R)-2-(2-chloro-5-fluoro-3-methyl-phenyl)-1-[2-[3-cyclopropyl-5-(trifluoromethyl)pyrazol-1-yl]acetyl]pyrrolidine-3-carboxylate ClC1=C(C=C(C=C1C)F)[C@@H]1N(CCC1C(=O)OC)C(CN1N=C(C=C1C(F)(F)F)C1CC1)=O